(R)-1-(2-(2-(2-aminoethoxy)ethoxy)ethyl)-N-(1-(3,4-dichlorophenyl)-4,5-dihydro-1H-pyrazol-3-yl)pyrrolidine-3-carboxamide NCCOCCOCCN1C[C@@H](CC1)C(=O)NC1=NN(CC1)C1=CC(=C(C=C1)Cl)Cl